C[Ni]CC=CC1C=CC=C1 methylcyclopentadienylallylnickel